C(C)(C)(C)OC(=O)N[C@@H](COS(=O)(=O)C1=CC=C(C)C=C1)C(=O)OC methyl N-(tert-butoxycarbonyl)-O-tosyl-L-serinate